CN1[C@H](CN(C[C@H]1C)[C@@H](C)C1=NC=CC(=C1)B1OC(C(O1)(C)C)(C)C)C (2S,6R)-1,2,6-trimethyl-4-((S)-1-(4-(4,4,5,5-tetramethyl-1,3,2-dioxaborolan-2-yl)pyridin-2-yl)ethyl)piperazine